CN1CC2=CC=C(C=C2CC1)NC(C1=CC(=CC=C1)CN1C(C2=CC=C(C=C2C=C1)C=1C(=NOC1)C)=O)=O N-(2-Methyl-1,2,3,4-tetrahydroisoquinolin-6-yl)-3-((6-(3-methylisoxazol-4-yl)-1-oxoisoquinolin-2(1H)-yl)methyl)benzamide